N-(carboxymethyl)-N,N-dimethyl-dodecyl-ammonium chloride [Cl-].C(=O)(O)C[N+](C)(C)CCCCCCCCCCCC